4-Methoxy-N-[4-(4-pyridin-2-ylpiperazin-1-yl)phenyl]benzamid COC1=CC=C(C(=O)NC2=CC=C(C=C2)N2CCN(CC2)C2=NC=CC=C2)C=C1